1-(4-cyanophenyl)-6-methyl-4-oxo-N-(2-oxo-2,3,4,5-tetrahydro-1H-benzo[b]-azepin-3-yl)-1,4-dihydropyridazine-3-carboxamide C(#N)C1=CC=C(C=C1)N1N=C(C(C=C1C)=O)C(=O)NC1CCC2=C(NC1=O)C=CC=C2